BrCC12CC(C1)(C2)O 3-(bromomethyl)bicyclo[1.1.1]pentane-1-ol